BrC1=CC2=C3N(N=C2C=C1)CC1(NC3=O)CC1 9'-bromo-2',4'-dihydrospiro[cyclopropane-1,3'-pyrazino[1,2-b]indazole]-1'-one